4-ETHOXYCARBONYL-4-[2-(4-METHYLANILINO)THIAZOL-4-YL]HEXANOIC ACID C(C)OC(=O)C(CCC(=O)O)(CC)C=1N=C(SC1)NC1=CC=C(C=C1)C